tert-butyl (R)-4-((1-(3-(2,6-bis(benzyloxy) pyridin-3-yl)-1-methyl-1H-indazol-7-yl) piperidin-4-yl) methyl)-2-methylpiperazine-1-carboxylate C(C1=CC=CC=C1)OC1=NC(=CC=C1C1=NN(C2=C(C=CC=C12)N1CCC(CC1)CN1C[C@H](N(CC1)C(=O)OC(C)(C)C)C)C)OCC1=CC=CC=C1